[Co].C(C)(C)(C)C=1N=C(OC1)C1=NC(=CC(=C1)Cl)C=1OC=C(N1)C(C)(C)C [2,6-bis[4-(R)-tert-butyl-2-oxazolyl]-4-chloropyridine] cobalt